7-(1-ethyl-1H-pyrazol-4-yl)-1,2-dimethyl-1H-indole-3-carboxylic acid methyl ester COC(=O)C1=C(N(C2=C(C=CC=C12)C=1C=NN(C1)CC)C)C